(bromomethyl)-1-(benzenesulfonyl)-6-(trifluoromethyl)-1H-indole BrCC=1N(C2=CC(=CC=C2C1)C(F)(F)F)S(=O)(=O)C1=CC=CC=C1